COC([C@@H]1[C@H]([C@@H]([C@H](C(O)O1)O)O)O)=O D-glucopyranoseuronic acid methyl ester